methyl (S)-2-((R)-2-oxo-4-propylpyrrolidin-1-yl)butanoate O=C1N(C[C@@H](C1)CCC)[C@H](C(=O)OC)CC